The molecule is a phosphatidylcholine 40:4 in which the acyl groups specified at positions 1 and 2 are (7Z,10Z,13Z,16Z)-docosatetraenoyl and octadecanoyl respectively. It derives from an all-cis-docosa-7,10,13,16-tetraenoic acid and an octadecanoic acid. CCCCCCCCCCCCCCCCCC(=O)O[C@H](COC(=O)CCCCC/C=C\\C/C=C\\C/C=C\\C/C=C\\CCCCC)COP(=O)([O-])OCC[N+](C)(C)C